C(C)(C)(C)N(C(=O)[C@H](C)OC([C@H](C)OC(C)=O)=O)C[C@@H](COC1=NSN=C1N1CCOCC1)O (S)-2-acetoxy-propionic acid (S)-1-{tert-butyl-[(S)-2-hydroxy-3-(4-morpholin-4-yl-[1,2,5]thiadiazol-3-yloxy)-propyl]-carbamoyl}-ethyl ester